C(C=C)C1=CC(=C(C=C1)C1=NOC(=C1)CN1CCNCC1)OC 3-(4-allyl-2-methoxyphenyl)-5-(piperazine-1-ylmethyl)isoxazole